3-(3,3-difluorobutyl)-5-(3,3-difluorocyclobutyl)-8-methoxy-2-methyl-7-(trifluoromethyl)-2,3,4,5-tetrahydrobenzo[f][1,2,5]thiadiazepine 1,1-dioxide FC(CCC1N(S(C2=C(N(C1)C1CC(C1)(F)F)C=C(C(=C2)OC)C(F)(F)F)(=O)=O)C)(C)F